[Na+].C1(=CC=CC2=CC=CC=C12)S(=O)(=O)[O-] naphthalenesulphonate sodium salt